methyl 3-((1-(4-methoxybenzyl)-3-(trifluoromethyl)-1,4,5,6-tetrahydro-7H-pyrazolo[3,4-b]pyridine-7-yl)methyl)bicyclo[1.1.1]pentane-1-carboxylate COC1=CC=C(CN2N=C(C3=C2N(CCC3)CC32CC(C3)(C2)C(=O)OC)C(F)(F)F)C=C1